CC1=C(C(=O)C2=CC=CC=C2)C=CC(C1)(OC)O 2-methyl-4-hydroxy-4-methoxybenzophenone